2-chloro-N-{2-[4-(difluoromethyl)-1,3-thiazol-5-yl]-2-[4-(pyrimidin-2-yloxy)piperidin-1-yl]ethyl}-6-fluorobenzamide ClC1=C(C(=O)NCC(N2CCC(CC2)OC2=NC=CC=N2)C2=C(N=CS2)C(F)F)C(=CC=C1)F